ClC1=C2C=CC=NC2=C(C=C1)OCC(=O)OCCCCOCC=C 4-allyloxybutyl (5-chloro-8-quinolinoxy)acetate